C(CC)N(CCCCC(CCCCCC)CCCCCC)CCC 7-(4-(dipropylamino)butyl)tridecane